2-(2-fluoro-4-(3-(1-(5-methoxypyrimidin-2-yl)piperidin-4-yl)propoxy)phenyl)-1-(3-(hydroxymethyl)azetidin-1-yl)ethan-1-one FC1=C(C=CC(=C1)OCCCC1CCN(CC1)C1=NC=C(C=N1)OC)CC(=O)N1CC(C1)CO